(4-cyclopropoxyphenyl)boronic acid C1(CC1)OC1=CC=C(C=C1)B(O)O